COC1=NC=NC(=C1C1=C(OC(=C1)OC=1C=C2C(CCC2=CC1C)(C)C)C(=O)N)OC (4,6-dimethoxypyrimidin-5-yl)-5-((3,3,6-trimethyl-2,3-dihydro-1H-inden-5-yl)oxy)furan-2-carboxamide